trans-3-(prop-2-yn-1-yloxy)cyclobutane-1-carboxylic acid tert-butyl ester C(C)(C)(C)OC(=O)[C@@H]1C[C@H](C1)OCC#C